tert-butyl ((6-cyclopropyl-8-(2,4-dioxoimidazolidin-1-yl)imidazo[1,2-a]pyridin-2-yl)methyl)(methyl)carbamate C1(CC1)C=1C=C(C=2N(C1)C=C(N2)CN(C(OC(C)(C)C)=O)C)N2C(NC(C2)=O)=O